Butyl-1-methylpyrrolidinium bis(trifluoromethanesulfonyl)imide [N-](S(=O)(=O)C(F)(F)F)S(=O)(=O)C(F)(F)F.C(CCC)[N+]1(CCCC1)C